ClC=1C2=CN(N=C2C=CC1)C 4-Chloro-2-methyl-2H-indazole